N-(5-methoxy-1,3,4-thiadiazol-2-yl)-4-(3-methoxy-6-methylpyridazin-4-yl)-6-methylnicotinamide COC1=NN=C(S1)NC(C1=CN=C(C=C1C1=C(N=NC(=C1)C)OC)C)=O